bistriphenylphosphine nickel (0) [Ni].C1(=CC=CC=C1)P(C1=CC=CC=C1)C1=CC=CC=C1.C1(=CC=CC=C1)P(C1=CC=CC=C1)C1=CC=CC=C1